6-(5-(7-ethyl-7H-imidazo[4,5-c]pyridazin-4-yl)-2-fluorophenyl)-5-methoxy-3-(2-Methoxyethyl)benzo[d]thiazole-2(3H)-one C(C)N1C=NC2=C1N=NC=C2C=2C=CC(=C(C2)C2=CC1=C(N(C(S1)=O)CCOC)C=C2OC)F